Tert-butyl 2-(2,7-diisopropyl-4-oxo-2,4-dihydro-5H-pyrazolo[3,4-d]pyridazin-5-yl)acrylate C(C)(C)N1N=C2C(=NN(C(C2=C1)=O)C(C(=O)OC(C)(C)C)=C)C(C)C